rac-(2r,3s,4s,5r)-3-(3,4-difluoro-2-isopropoxy-phenyl)-4,5-dimethyl-5-(trifluoromethyl)tetrahydrofuran-2-carboxylic acid FC=1C(=C(C=CC1F)[C@H]1[C@@H](O[C@]([C@H]1C)(C(F)(F)F)C)C(=O)O)OC(C)C |r|